[Li+].[N-](S(=O)(=O)C(F)(F)F)S(=O)(=O)C(F)(F)F bis(trifluoromethane)sulfonimide lithium